C(C1=CC=CC=C1)N1C[C@@H](OC[C@@H]1CC)CO [(2R,5S)-4-benzyl-5-ethylmorpholin-2-yl]methanol